4-((2,4-difluorophenyl)ethynyl)-N-((tetrahydro-2H-pyran-2-yl)methyl)benzamide FC1=C(C=CC(=C1)F)C#CC1=CC=C(C(=O)NCC2OCCCC2)C=C1